O=C1NC(CCC1N1C(C2=CC=C(C=C2C1=O)C#CC=1C=NC(=CC1)N1CCC(CC1)=O)=O)=O 2-(2,6-dioxo-3-piperidyl)-5-[2-[6-(4-oxo-1-piperidyl)-3-pyridinyl]ethynyl]isoindoline-1,3-dione